C(=C)OC1=C(C=CC=C1)C#CC1=CC=C(C=C1)C1=CC=CC=C1 4-((2-(vinyloxy)phenyl)ethynyl)-1,1'-biphenyl